NCC=1OC=C(C(C1)=O)O 2-(aminomethyl)-5-hydroxy-4H-pyran-4-one